NC[C@@H](C)C1=CC=C(C=C1)NC1=NC=NC2=CC(=C(C=C12)OCCCN(CCCC)CCCC)OC (S)-4-[4-(2-amino-1-methylethyl)phenylamino]-7-methoxy-6-(3-(dibutylamino)propoxy)quinazoline